C(#N)C1=C(C=C(C=C1)NC(C(C)(N1N=CC(=C1)C#CC1CCNCC1)C)=O)C(F)(F)F N-(4-cyano-3-(trifluoromethyl)phenyl)-2-methyl-2-(4-(piperidin-4-ylethynyl)-1H-pyrazol-1-yl)propionamide